(R)-1-(tert-butyl)-2-methylpiperazine hydrochloride Cl.C(C)(C)(C)N1[C@@H](CNCC1)C